OCCCCC=C(C(=O)O)C.C(C(=C)C)(=O)OCCCCO hydroxybutyl methacrylate (hydroxybutyl methacrylate)